C1(=CC(=CC=C1)/C=C/C(=O)O)C (E)-3-(m-tolyl)acrylic acid